CC1=C(C(=CC(=C1)CSCCCCCCCC)CSCCCCCCCC)O 2-methyl-4,6-di(octylthiomethyl)phenol